N-(2-ethylhexyl)thiophen-3-amine C(C)C(CNC1=CSC=C1)CCCC